ClC=1C=C(C=NC1)C=1C=C2C(=CNC2=CC1)NC(=O)NC1=CC=C(C=C1)SC(F)(F)F 1-(5-(5-chloropyridin-3-yl)-1H-indol-3-yl)-3-(4-((trifluoromethyl)thio)phenyl)urea